O=C1C=CC2C(C(CO2)CCCC(=O)[O-])C1 5-oxo-3a,4,5,7a-tetrahydrobenzofuran-3(2H)-ylethylacetate